(1S,4'R,4a'S,7a'R,12b'S)-3'-(cyclopropylmethyl)-4a'-hydroxy-9'-methoxy-2',3',4',4a',5',6'-hexahydro-1'H,7a'H-spiro[cyclobutane-1,7'-[4,12]methanobenzofuro[3,2-e]isoquinolin]-2-one C1(CC1)CN1[C@H]2[C@@]3(CC[C@]4([C@H]5[C@]3(CC1)C1=C(O5)C(=CC=C1C2)OC)C(CC4)=O)O